6-([1,1'-Biphenyl]-3-ylmethyl)-7-(methylsulfonylamino)-5-azaspiro[2.4]heptane-5-carboxylic acid tert-butyl ester C(C)(C)(C)OC(=O)N1CC2(CC2)C(C1CC=1C=C(C=CC1)C1=CC=CC=C1)NS(=O)(=O)C